5-((4-(2-((2,4-dimethylphenyl)thio)phenyl)piperazin-1-yl)methyl)-2-(2,6-dioxopiperidin-3-yl)isoindoline-1,3-dione CC1=C(C=CC(=C1)C)SC1=C(C=CC=C1)N1CCN(CC1)CC=1C=C2C(N(C(C2=CC1)=O)C1C(NC(CC1)=O)=O)=O